OC1CC(CC(C1)O)C(=O)O 3,5-Dihydroxycyclohexanecarboxylic acid